aziridine-2-carboxylic acid (2S,3S)-1-((S)-tert-butylsulfinyl)-3-cyclobutyl ester C(C)(C)(C)[S@@](=O)C1CC(C1)OC(=O)C1NC1